C(C)(C)(C)OC(CC1(CCN(CC1)C1=NC=C(C=C1F)[N+](=O)[O-])O)=O 2-[1-(3-fluoro-5-nitro-2-pyridyl)-4-hydroxy-4-piperidyl]acetic acid tert-butyl ester